CCCCCCCCC/C=C\\CCCCC(=O)O The molecule is a hexadecenoic acid in which the double bond is located at position 6 (the Z-geoisomer). A major component of human sebaceous lipids that is involved in skin self-sterilisation and atopic dermatitis amelioration. It has a role as an antibacterial agent, an antipsoriatic and a metabolite. It is a conjugate acid of a sapienate.